(S)-N1-(1-(2-(2-Adamantylamino)-2-oxoethyl)-2-oxo-1,2-dihydropyridin-3-yl)-N6-methyl-2-((R)-morpholin-3-carboxamido)-5-oxohexandiamid C12C(C3CC(CC(C1)C3)C2)NC(CN2C(C(=CC=C2)NC([C@H](CCC(C(=O)NC)=O)NC(=O)[C@@H]2NCCOC2)=O)=O)=O